FC(CCC1CN(C2=C(S(C1F)(=O)=O)C=C(C(=C2)C(F)(F)F)O)C2=CC=C(C=C2)F)F 3-(3,3-difluoropropyl)-2-fluoro-5-(4-fluorophenyl)-8-hydroxy-7-(trifluoromethyl)-2,3,4,5-tetrahydrobenzo[b][1,4]thiazepine 1,1-dioxide